CC(C)C1=CC2=C(C=C1)[C@]3(CCC[C@@]([C@@H]3CC2)(C)C(=O)O)C The molecule is an abietane diterpenoid that is abieta-8,11,13-triene substituted at position 18 by a carboxy group. It has a role as a metabolite and an allergen. It is an abietane diterpenoid, a monocarboxylic acid and a carbotricyclic compound. It derives from an abietic acid. It is a conjugate acid of a dehydroabietate.